ClC1=CC=C(CN(S(=O)(=O)C2=C(C(=C(C(=C2F)F)F)F)F)CC(=O)N(C2=CC(=CC(=C2)C(C)(C)C)C(C)(C)C)C2=CC(=C(C(=O)O)C=C2)O)C=C1 4-(2-(N-(4-chlorobenzyl)-(2,3,4,5,6-pentafluorophenyl)sulfonamido)-N-(3,5-di-tert-butylphenyl)acetamido)-2-hydroxybenzoic acid